ClC1=CC=C(C=C1)[C@H]1OCC(N([C@H]1C1=CC=C(C=C1)Cl)[C@@H](C(=O)OCC)C1CC1)=O (R)-ethyl 2-((2R,3S)-2,3-bis(4-chlorophenyl)-5-oxomorpholino)-2-cyclopropylacetate